(S)-6-allyl-2-((4-((2-hydroxy-1-phenylethyl)amino)-5-(3-methyl-1,2,4-oxadiazol-5-yl)pyridin-2-yl)amino)-6,7-dihydro-5H-pyrrolo[3,4-b]pyridin-5-one C(C=C)N1CC2=NC(=CC=C2C1=O)NC1=NC=C(C(=C1)N[C@H](CO)C1=CC=CC=C1)C1=NC(=NO1)C